BrC1=C(C(=O)NC23CCC(CC2)(CC3)C#N)C=C(C=C1)S(F)(F)(F)(F)F 2-bromo-N-(4-cyanobicyclo[2.2.2]oct-1-yl)-5-(pentafluoro-lambda6-sulfanyl)benzamide